(1S,2R)-N-(8-(methylamino)-5-(6-((S)-2-methylmorpholino)-[1,2,4]triazolo[1,5-a]pyridin-2-yl)-2,7-naphthyridin-3-yl)-2-(trifluoromethyl)cyclopropane-1-carboxamide CNC=1N=CC(=C2C=C(N=CC12)NC(=O)[C@@H]1[C@@H](C1)C(F)(F)F)C1=NN2C(C=CC(=C2)N2C[C@@H](OCC2)C)=N1